1-(3-methoxyphenyl)-5-amino-1H-pyrazole-4-carboxylic acid ethyl ester C(C)OC(=O)C=1C=NN(C1N)C1=CC(=CC=C1)OC